N-(methylsulfonyl)-5-oxopyrrolidine-2-carboxamide CS(=O)(=O)NC(=O)C1NC(CC1)=O